(S)-1-(5-(6-chloro-3-(1H-imidazol-1-yl)-5-methoxy-1-methyl-1H-pyrrolo[3,2-b]-pyridin-2-yl)-1H-1,2,4-triazol-3-yl)-2,2,2-trifluoroethan-1-ol ClC=1C=C2C(=NC1OC)C(=C(N2C)C2=NC(=NN2)[C@@H](C(F)(F)F)O)N2C=NC=C2